tert-butyl N-[1-(6-chloropyridazin-3-yl)pyrrolidin-3-yl]-N-[(1s,3s)-3-fluorocyclobutyl]carbamate ClC1=CC=C(N=N1)N1CC(CC1)N(C(OC(C)(C)C)=O)C1CC(C1)F